C(OC(C(F)(F)F)(C(F)(F)F)C(F)(F)F)(OC(C(F)(F)F)(C(F)(F)F)C(F)(F)F)=O bis(1,1,1,3,3,3-hexafluoro-2-(trifluoromethyl)propan-2-yl) carbonate